4'-chloro-N-[[(4R)-4-cyclopropyl-2,5-dioxoimidazolidin-4-yl]methyl]-5-fluoro[biphenyl]-2-carboxamide ClC1=CC=C(C=C1)C=1C(=CC=C(C1)F)C(=O)NC[C@]1(NC(NC1=O)=O)C1CC1